C[C@H]1N(C[C@H]1N1CCNCC1)C1=CC(=NC(=N1)C(F)(F)F)N1CCC2(C(CCO2)=C)CC1 8-(6-((2R,3R)-2-Methyl-3-(piperazin-1-yl)azetidin-1-yl)-2-(trifluoromethyl)pyrimidin-4-yl)-4-methylene-1-oxa-8-azaspiro[4.5]decane